O[C@H](CC(=O)N(C)C)C1=CC=C(C=C1)C (R)-3-hydroxy-N,N-dimethyl-3-(p-tolyl)propanamide